ClC1=C(C=C2[C@@H]([C@@H](CN3C2=C1C=C3)N(C)C)C)F (5S,6S)-9-chloro-8-fluoro-N,N,6-trimethyl-5,6-dihydro-4H-pyrrolo[3,2,1-ij]quinolin-5-amine